Cl.NCC(=O)C1=C(C=NO1)C 2-amino-1-(4-methyl-1,2-oxazol-5-yl)ethan-1-one hydrogen chloride